tert-butyl {[1-(2-acetamidoethyl)cyclobutyl]methyl}carbamate C(C)(=O)NCCC1(CCC1)CNC(OC(C)(C)C)=O